1H-pyrazole-3,5-dinitrile N1N=C(C=C1C#N)C#N